3-[5-(aminomethyl)-4-fluoro-1-oxo-isoindolin-2-yl]piperidine-2,6-dione TFA salt OC(=O)C(F)(F)F.NCC=1C(=C2CN(C(C2=CC1)=O)C1C(NC(CC1)=O)=O)F